FC1=CC=C(COC=2C=C(C=O)C=CC2)C=C1 3-(p-fluorobenzyloxy)benzaldehyde